FC1=CC=C(C(/C=C/C2=C(C(=C(C=C2O)OC)OC(C)=O)OC)=O)C=C1 4'-fluoro-2,4-dimethoxy-3-acetoxy-6-hydroxychalcone